DIHYDROPYRROLO[3,4-D]PYRIMIDINE N1CNC=C2C1=CN=C2